FC(C=1C=C(C#N)C=CC1)(F)F 3-(trifluoromethyl)benzonitrile